C1OCC12N(CCC2)CC=2C=C1CCCN(C1=NC2C=O)C(=O)NC2=NC=C(C(=C2)NCCOC)C#N 6-(2-oxa-5-azaspiro[3.4]oct-5-ylmethyl)-N-(5-cyano-4-((2-methoxyethyl)amino)pyridin-2-yl)-7-formyl-3,4-dihydro-1,8-naphthyridine-1(2H)-carboxamide